2-[1-(4,5-dichloro-6-oxo-pyridazin-1-yl)ethyl]-N,N,1,6-tetramethyl-benzimidazole-5-sulfonamide ClC=1C=NN(C(C1Cl)=O)C(C)C1=NC2=C(N1C)C=C(C(=C2)S(=O)(=O)N(C)C)C